bis(N,N-dimethylamino)dimethylsilane tert-butyl-2'-(1H-pyrrolo[2,3-b]pyridin-5-yl)-5',6'-dihydrospiro[azetidine-3,4'-pyrrolo[1,2-b]pyrazole]-1-carboxylate C(C)(C)(C)OC(=O)N1CC2(CCN3N=C(C=C32)C=3C=C2C(=NC3)NC=C2)C1.CN(C)[Si](C)(C)N(C)C